C(CCCCCCCCCCCCCCCCC)(=O)OCCOCCOCCOC(CCCCCCCCCCCCCCCCC)=O triethyleneglycol distearate